4-chloro-2-[(piperidin-1-yl)methyl]-1-{[2-(trimethylsilyl)ethoxy]methyl}-1,6-dihydro-7H-pyrrolo[2,3-c]pyridin-7-one ClC=1C2=C(C(NC1)=O)N(C(=C2)CN2CCCCC2)COCC[Si](C)(C)C